COC([C@H](CCF)NC(=O)OC(C)(C)C)=O (S)-2-((tert-Butoxycarbonyl)amino)-4-fluorobutyric acid methyl ester